FC1(CCN(CC1)C1=NC(=CC(=N1)[N-]C1=C(C=C(C2=CC=CC=C12)NS(=O)(=O)CCO)N1CCC2(CC2)CC1)C)F N-(2-(4,4-difluoropiperidin-1-yl)-6-methylpyrimidin-4-yl)-4-(2-hydroxyethylsulfonylamino)-2-(6-Azaspiro[2.5]octane-6-yl)-1-naphthylamide